5-Cyclopropyl-N-(3-(3-methyl-1,2,4-oxadiazol-5-yl)phenyl)pyrazolo[1,5-a]pyrimidine-3-carboxamide C1(CC1)C1=NC=2N(C=C1)N=CC2C(=O)NC2=CC(=CC=C2)C2=NC(=NO2)C